C1(=CC=CC=C1)C1=C(C(=NN=N1)C1=C(C2=C(OC3=C2C=CC=C3)C=C1)C1=C(C=CC=C1)C1=CC=CC=C1)C1=C(C=CC=C1)C1=CC=CC=C1 [phenyl(biphenylyl)triazinyl](biphenylyl)dibenzofuran